COC1=CC=C(CN2N=CC3=C(C2=O)C(=NN3C(COCCC(=O)N3CCN(CC3)C3=NC=C(C=N3)C#N)C)C(F)(F)F)C=C1 2-(4-(3-(2-(5-(4-methoxybenzyl)-4-oxo-3-(trifluoromethyl)-4,5-dihydro-1H-pyrazolo[3,4-d]pyridazin-1-yl)propoxy)propanoyl)piperazin-1-yl)pyrimidine-5-carbonitrile